2-(3,3-difluorocyclobutyl)-5-(3,5-difluorophenyl)-2,5,6,7-tetrahydro-3H-pyrrolo[2,1-c][1,2,4]triazol-3-one FC1(CC(C1)N1N=C2N(C1=O)C(CC2)C2=CC(=CC(=C2)F)F)F